C(C1=CC=CC=C1)C1CC(N(CCN1C1=NC(=CC(=C1)N1CCOCC1)OCC1=CC=C(C=C1)OC)C)=O 7-benzyl-1-(6-((4-methoxybenzyl)oxy)-4-morpholinopyridin-2-yl)-4-methyl-1,4-diazepan-5-one